N-[4-(difluoromethoxy)-2,5-difluorophenyl]-5-(4-methoxythiophen-2-yl)-1H-pyrrole-3-sulfonamide FC(OC1=CC(=C(C=C1F)NS(=O)(=O)C1=CNC(=C1)C=1SC=C(C1)OC)F)F